3-((trans)-4-(4-methylpiperazin-1-yl)cyclohexyl)-1-(4-phenoxyphenyl)imidazo[1,5-a]pyrazin-8-amine CN1CCN(CC1)[C@@H]1CC[C@H](CC1)C1=NC(=C2N1C=CN=C2N)C2=CC=C(C=C2)OC2=CC=CC=C2